3-(4-(3-hydroxypropan-1-yn-1-yl)phenoxy)thietane 1,1-dioxide OCC#CC1=CC=C(OC2CS(C2)(=O)=O)C=C1